ClC1=NC2=CC(=CC=C2C(=C1C)Cl)C1=CC=NN1C 2,4-dichloro-3-methyl-7-(1-methyl-1H-pyrazol-5-yl)quinoline